C(C)(C)(C)OC(NCCN1N=CC(=C1)C=1C=NC(=CC1OC)Cl)=O (2-(4-(6-chloro-4-methoxypyridin-3-yl)-1H-pyrazol-1-yl)ethyl)carbamic acid tert-butyl ester